CC(CC)(CCCCC)O 3,7-dimethyl-3-heptanol